tert-butyl (5-(3,6-dihydro-2H-pyran-4-yl)thiazolo[5,4-b]pyridin-2-yl)carbamate O1CCC(=CC1)C1=CC=C2C(=N1)SC(=N2)NC(OC(C)(C)C)=O